CN(C1CC(C1)OC1=CC(=C(N)C=C1)OC)C 4-((1s,3s)-3-(dimethylamino)cyclobutoxy)-2-methoxyaniline